naphthalen-1-ylboronic acid C1(=CC=CC2=CC=CC=C12)B(O)O